3-methylimidazolium hexafluorophosphat F[P-](F)(F)(F)(F)F.C[N+]1=CNC=C1